FC1=C(C=CC2=C1NC(=N2)C2=CC=C(C=C2)S(=O)(=O)C)C2CCN(CC2)C2CC1CCC(C2)N1CC(C)C 7-fluoro-6-(1-(8-isobutyl-8-azabicyclo[3.2.1]octan-3-yl)piperidin-4-yl)-2-(4-(methylsulfonyl)phenyl)-1H-benzo[d]imidazole